N-(4-(4-amino-5-(4-cyclobutoxyphenyl)pyrazolo[5,1-f][1,2,4]triazin-6-yl)phenyl)methacrylamide NC1=NC=NN2C1=C(C(=N2)C2=CC=C(C=C2)NC(C(=C)C)=O)C2=CC=C(C=C2)OC2CCC2